O[C@](CCCCCCC)(CCCCCCCCCC)C (1S,4aS,4bR,6aS,8R,10aS,10bR,12aS)-8-hydroxy-8-methyloctadecane